9-(4-chloro-2,6-difluorophenyl)-2,3-dimethyl-7-[(2S)-2-(1-methylpyrazol-4-yl)morpholin-4-yl]pyrimido[1,2-b]pyridazin-4-one ClC1=CC(=C(C(=C1)F)C=1C=2N(N=C(C1)N1C[C@@H](OCC1)C=1C=NN(C1)C)C(C(=C(N2)C)C)=O)F